2-mercapto-7-methyl-3H-imidazo[4,5-c]Pyridine-6-carbonitrile SC1=NC2=C(C=NC(=C2C)C#N)N1